C(OC1=CC=CC(=N1)C(=O)NS(=O)(=O)C)([2H])([2H])[2H] 6-(methoxy-d3)-N-(methylsulfonyl)pyridine-2-carboxamide